C(N)(OC=1SC(=C(N1)C(C)(C)C)OC=1C=NC(=NC1)N1C2COCC1CC2)=O tert-butyl(5-((2-(3-oxa-8-azabicyclo[3.2.1]octan-8-yl)pyrimidin-5-yl)oxy)thiazol-2-yl) carbamate